methyl 4-[3-hydroxy-5-(3-hydroxyazetidin-3-yl)pyridin-2-yl]-5-methylthiophene-2-carboxylate OC=1C(=NC=C(C1)C1(CNC1)O)C=1C=C(SC1C)C(=O)OC